dibenzothiophene-2-yl-boric acid C1=C(C=CC=2SC3=C(C21)C=CC=C3)OB(O)O